C(=O)(O)CC1=CC(=C(C(=O)NC=2C=C(C(=O)O)C=CC2)C=C1O)O 3-(4-(carboxymethyl)-2,5-dihydroxybenzoylamino)benzoic acid